4-(4-iodo-1-oxo-1,2-dihydroisoquinolin-6-yl)piperidine-1-carboxylic acid tert-butyl ester C(C)(C)(C)OC(=O)N1CCC(CC1)C=1C=C2C(=CNC(C2=CC1)=O)I